S(=O)(=O)(ON1[C@@H]2CC[C@H](N(C1=O)C2)C(NC(=O)C2CC(CCC2)N(C)C)=N)O (2S,5R)-2-(N-(3-(dimethylamino) cyclohexane-1-carbonyl) carbamimidoyl)-7-oxo-1,6-diazabicyclo[3.2.1]octan-6-yl hydrogen sulfate